(((4-(2',3',4',5'-tetrahydro-[1,1'-biphenyl]-4-yl)-1H-indazol-3-yl)amino)methyl)isonicotinic acid C1(=CC=C(C=C1)C1=C2C(=NNC2=CC=C1)NCC1=C(C(=O)O)C=CN=C1)C=1CCCCC1